ClC1=CC(=C(C=C1)C1=CC=C(C=C1)C1CN(C1)C(=O)N1C[C@H](CC1)C(=O)NC)S(=O)(=O)C (3S)-1-[3-[4-(4-Chloro-2-methylsulfonyl-phenyl)phenyl]azetidine-1-carbonyl]-N-methyl-pyrrolidine-3-carboxamide